BrC=1C=CC(=NC1)COC1=CC2=C(C(=CC(O2)=O)C(F)(F)F)C=C1 7-((5-bromopyridin-2-yl)methoxy)-4-trifluoromethyl-2H-1-benzopyran-2-one